C(C)N1CCN(CC1)C(=O)C1=CC(=NC2=CC=CC=C12)C=1OC(=CC1)C (4-ethylpiperazin-1-yl)(2-(5-methylfuran-2-yl)quinolin-4-yl)methanone